[2H]C(C(F)F)([2H])C=1C(=NC(=NC1)N(CC1=C(C=C(C=C1)OC)OC)CC1=C(C=C(C=C1)OC)OC)OC (1,1-dideutero-2,2-difluoro-ethyl)-N,N-bis[(2,4-dimethoxyphenyl)methyl]-4-methoxy-pyrimidin-2-amine